Cl.NC(C(=O)OCC)CS ethyl 2-amino-3-mercaptopropanoate hydrochloride